3-(3-Chloro-6-(difluoromethyl)-2-fluorophenyl)furo[3,4-b]pyrazin-5(7H)-one-7,7-d2 ClC=1C(=C(C(=CC1)C(F)F)C=1N=C2C(=NC1)C(OC2=O)([2H])[2H])F